N1N=CC=C1NC1=NC(=CC(=N1)C1(CCCCC1)O)N1[C@@H](CCCC1)C (R)-1-(2-((1H-pyrazol-5-yl)amino)-6-(2-methylpiperidin-1-yl)pyrimidin-4-yl)cyclohexan-1-ol